3-(4-Fluorophenyl)-1-(4-methoxyphenyl)prop-2-en-1-one FC1=CC=C(C=C1)C=CC(=O)C1=CC=C(C=C1)OC